[C@H]12CN(C[C@H](CC1)N2)C2=NC(=NC1=C(C(=CC=C21)C=2C=C(N)C=CC2OC(F)(F)F)F)OC[C@]21CCCN1C[C@@H](C2)F 3-(4-((1R,5S)-3,8-diazabicyclo[3.2.1]octan-3-yl)-8-fluoro-2-(((2R,7aS)-2-fluorotetrahydro-1H-pyrrolizin-7a(5H)-yl)methoxy)quinazolin-7-yl)-4-(trifluoromethoxy)aniline